4-(2-Aminoethyl)Benzenesulfonyl Fluoride Hydrochloride Cl.NCCC1=CC=C(C=C1)S(=O)(=O)F